(tert-Butoxycarbonyl)-4-hydroxypiperidine-4-carboxylic acid C(C)(C)(C)OC(=O)N1CCC(CC1)(C(=O)O)O